C1(CCCCC1)N1C(N(C(C1=O)CCC(=O)NCC1=CC=C(C(=O)NO)C=C1)CC1=CC=C(C=C1)C)=O 4-((3-(1-cyclohexyl-3-(4-methylbenzyl)-2,5-dioxoimidazolin-4-yl)propionylamino)methyl)-N-hydroxybenzamide